tert-butyl (S)-4-(7,7-difluoro-2-(2-methylazetidin-1-yl)-6,7-dihydro-5H-cyclopenta[d]pyrimidin-4-yl)piperidin-1-carboxylate FC1(CCC2=C1N=C(N=C2C2CCN(CC2)C(=O)OC(C)(C)C)N2[C@H](CC2)C)F